ClC1CSC2=CC=C(C=C2C1=O)[N+](=O)[O-] 3-chloro-6-nitrothiochroman-4-one